COCCNC(C1=NC(=C(C=C1)N1CCNCC1)C)=O N-(2-methoxyethyl)-6-methyl-5-(piperazin-1-yl)picolinamide